BrC=1C=CC(=NC1Cl)NS(=O)(=O)C1=CNC2=CC(=CC=C12)Cl N-(5-bromo-6-chloropyridin-2-yl)-6-chloro-1H-indole-3-sulfonamide